C(C)(C)(C)OC(=O)N[C@@H]1CC[C@H](CC1)[C@@]1(OC2=C(O1)C(=CC(=C2C)C(=O)O)Cl)C |&1:14| (2RS)-2-[trans-4-(tert-butoxycarbonylamino)cyclohexyl]-7-chloro-2,4-dimethyl-1,3-benzodioxole-5-carboxylic acid